di-(p-tert-butylphenyl)-acetylene C(C)(C)(C)C1=CC=C(C=C1)C#CC1=CC=C(C=C1)C(C)(C)C